Tert-butyl (2-(2-(piperazin-1-yl)ethoxy)ethyl)carbamate N1(CCNCC1)CCOCCNC(OC(C)(C)C)=O